C(C)(C)(C)NC(=O)C1=NC=CC(=C1)NC(CC1=C(C=CC(=C1)CCCO)OC)=O N-tert-butyl-4-[[2-[5-(3-hydroxypropyl)-2-methoxy-phenyl]acetyl]amino]pyridine-2-carboxamide